Cl.ClC[C@@H](CC1=CC=C(C=C1)C)N |r| (2RS)-1-chloro-3-(4-methylphenyl)propan-2-amine-hydrochloride